ClC=1C=C(C(=NC1)OC)S(=O)(=O)NC=1C(=C(C(=CC1)F)C=1C=CC=2N(C1C)C=NC2C(=O)NC)F 6-[3-(5-chloro-2-methoxypyridine-3-sulfonamido)-2,6-difluorophenyl]-N,5-dimethylimidazo[1,5-a]pyridine-1-carboxamide